5-(PYRIDIN-3-YL)OXAZOLE N1=CC(=CC=C1)C1=CN=CO1